BrC1=CC=C(C=C1)[C@@H]1CCC[C@@]([C@H]1C(=O)OC)(C(NC1=CC=C(C=C1)C(F)(F)F)=O)F |r| rac-methyl (1R,2R,6R)-6-(4-bromophenyl)-2-fluoro-2-((4-(trifluoromethyl)phenyl)carbamoyl)cyclohexane-1-carboxylate